Tertbutyldiphenyl-phosphine C(C)(C)(C)P(C1=CC=CC=C1)C1=CC=CC=C1